(R)-6-(6-(1-cyclopropyl-1H-pyrazol-4-yl)imidazo[1,2-a]pyrazin-3-yl)-N-(piperidin-3-yl)pyridin-2-amine C1(CC1)N1N=CC(=C1)C=1N=CC=2N(C1)C(=CN2)C2=CC=CC(=N2)N[C@H]2CNCCC2